C1(=CC=CC=C1)C1NC(CC1)C1=CC=CC=C1 2,5-diphenylpyrrolidine